C1=CC=CC=2C3=CC=CC=C3C(C12)COC(=O)N[C@@H](C(=O)O)[C@@H](C)N=[N+]=[N-] (2R,3R)-2-(9-Fluorenylmethyloxycarbonyl)amino-3-azidobutanoic acid